N1C=NC=2C1=NC=CN2 1H-imidazo[4,5-b]pyrazin